C(#N)C1=C(C=CC(=C1)N1C[C@@H](CC1)C)NC(C1=C(C=CC(=C1)[N+](=O)[O-])SC1=NN=CN1C)=O N-{2-cyano-4-[(3R)-3-methylpyrrolidin-1-yl]phenyl}-2-[(4-methyl-4H-1,2,4-triazol-3-yl)sulfanyl]-5-nitrobenzamide